C(C=C)SCC=C diallyl-thioether